FC(OC1=C(C(=NN1C)C(F)(F)F)CSC1=NOC(C1)(C)C)F 3-(5-difluoromethoxy-1-methyl-3-trifluoromethyl-1H-pyrazol-4-ylmethylsulfanyl)-5,5-dimethyl-2-isoxazoline